N-Ethyl-N-isopropyl-2-aminopropan C(C)N(C(C)C)C(C)C